4,4'-dibromo-2-iodo-1,1'-biphenyl BrC1=CC(=C(C=C1)C1=CC=C(C=C1)Br)I